C(C)N(CC)CC.CCC propane triethylamine salt